3,6-difluorophthalic acid FC1=C(C(C(=O)O)=C(C=C1)F)C(=O)O